C(#N)C=1C=NN2C1C(=CC(=C2)C=2C=NN(C2C)C2CCN(CC2)C(=O)OC(C)(C)C)O[C@H](C)C2CCOCC2 tert-Butyl 4-(4-[3-cyano-4-[(1R)-1-(oxan-4-yl)ethoxy]pyrazolo[1,5-a]pyridin-6-yl]-5-methylpyrazol-1-yl)piperidine-1-carboxylate